OC(C)(C)C=1C=C(SC1)S(=O)(=O)NC(NC1=C2CCCC2=CC=C1C1=C(C=2N(C=C1)C=NC2)C)=O 4-(2-hydroxypropan-2-yl)-N-((5-(8-methylimidazo[1,5-a]pyridin-7-yl)-2,3-dihydro-1H-inden-4-yl)carbamoyl)thiophene-2-sulfonamide